FC(CNC1=NC=C(C=C1NC(=O)C1=NC=CC=C1SCC)C(F)(F)F)(F)F 3-ethylsulfanylpyridine-2-carboxylic acid [2-(2,2,2-trifluoroethyl)amino-5-trifluoromethylpyridin-3-yl] amide